CC(C1=CC=C(C=C1)OC=C)(C1=CC=C(C=C1)OC=C)C (dimethylmethylene)bis(4,1-phenyleneoxyethylene)